2-((S)-7-((R)-1-ethylpiperidin-3-yl)-5-methyl-6,7-dihydro-5H-pyrrolo[2,3-c]pyridazin-3-yl)-3-methyl-5-(trifluoromethyl)phenol C(C)N1C[C@@H](CCC1)N1C[C@H](C2=C1N=NC(=C2)C2=C(C=C(C=C2C)C(F)(F)F)O)C